BrC=1C=NCN(C1)C 5-bromo-1-methylpyrimidin